2-chloro-5-fluoro-3-[2-(1-tetrahydropyran-2-ylpyrazol-4-yl)ethynyl]benzoic acid methyl ester COC(C1=C(C(=CC(=C1)F)C#CC=1C=NN(C1)C1OCCCC1)Cl)=O